OC(COCC(=O)N[C@@H](CC1=CC=CC=C1)C(=O)O)C N-((2-hydroxypropoxy)acetyl)-L-phenylalanine